[Pd].N1CC(CCC1)C1=CNC=2C=CC=C(C12)O 3-(piperidin-3-yl)-1H-indol-4-ol Palladium